3-(3-(4-(((1S,4S)-4-(2-oxa-6-azaspiro[3.3]heptan-6-yl)cyclohexyl)amino)-1-(2,2,2-trifluoroethyl)-1H-indol-2-yl)prop-2-yn-1-yl)-6-(methylsulfonyl)benzo[d]oxazol-2(3H)-one C1OCC12CN(C2)C2CCC(CC2)NC2=C1C=C(N(C1=CC=C2)CC(F)(F)F)C#CCN2C(OC1=C2C=CC(=C1)S(=O)(=O)C)=O